1-vinyloxybutane C(=C)OCCCC